C(C=C)(=O)C=1OCCN1 2-propenoyl-Oxazoline